O=C1NC(CCC1NC(=O)C1=CC=CC(=N1)/C=C/CCNC(=O)C1=CC=C(C=N1)C=1N=CC2=C(C=CC=C2C1)C=1C=C2C(=CNC2=C(C1)C(C)C)C(=O)NC)=O (E)-5-(3-(6-((4-(6-((2,6-Dioxopiperidin-3-yl)carbamoyl)pyridin-2-yl)but-3-en-1-yl)carbamoyl)pyridin-3-yl)isoquinolin-8-yl)-7-isopropyl-N-methyl-1H-indole-3-carboxamide